O[C@@H]1C[C@H]2CC[C@H]3[C@@H]4CCC[C@@]4(C)CC[C@@H]3[C@]2(CC1)C 3β-hydroxyl-5β-androstane